FC=1C=C(C=NC1)CN1N=C(C=CC1=O)C1=NN(C(C=C1)=O)CC=1C=NC=C(C1)F 1,1'-bis((5-fluoropyridin-3-yl)methyl)-[3,3'-bipyridazine]-6,6'(1h,1'h)-dione